N-(5-([1,2,4]triazolo[1,5-a]pyridin-2-yl)-8-([methyl-d3]amino)-2,7-naphthyridin-3-yl)-2-fluorocyclopropane-1-carboxamide N=1C(=NN2C1C=CC=C2)C2=C1C=C(N=CC1=C(N=C2)NC([2H])([2H])[2H])NC(=O)C2C(C2)F